tropanecarboxylic acid methyl ester COC(=O)[C@]12CCC[C@H](CC1)N2C